O=S1(N(CC(N1)=O)C=1C(=C2C=CC(=CC2=CC1O)NC(CN1CC(C(CC1)C1=CC=C2C(=NN(C2=C1)C)C1C(NC(CC1)=O)=O)(F)F)=O)F)=O N-(6-(1,1-dioxido-4-oxo-1,2,5-thiadiazolidin-2-yl)-5-fluoro-7-hydroxynaphthalen-2-yl)-2-(4-(3-(2,6-dioxopiperidin-3-yl)-1-methyl-1H-indazol-6-yl)-3,3-difluoropiperidin-1-yl)acetamide